2-oxopyrazin O=C1NC=CN=C1